(4Z)-4-(1,3-benzothiazol-6-ylmethylene)-2-[[(1S,2S)-2-methoxycyclohexyl]amino]-1H-imidazol-5-one S1C=NC2=C1C=C(C=C2)\C=C\2/N=C(NC2=O)N[C@@H]2[C@H](CCCC2)OC